P(=O)(OCCCCCCCCC)(OCCCCCCCCC)OCCCCCCCCC tri-nonyl phosphate